methylstyrene-maleamic acid CC(=CC1=CC=CC=C1)/C(=C/C(=O)O)/C(=O)N